trans-1,3-cyclobutanedicarboxylic acid [C@H]1(C[C@H](C1)C(=O)O)C(=O)O